C(C)(C)[Si](C(C)C)(C(C)C)CCC1=CC=C(C=C1)O 4-((trisisopropylsilyl)ethyl)phenol